4-(2-(2-amino-4-oxo-4,7-dihydro-1H-pyrrolo[2,3-d]pyrimidine-5-yl)ethyl)benzoic acid NC1=NC(C2=C(N1)NC=C2CCC2=CC=C(C(=O)O)C=C2)=O